[Si]=O.[Sn] tin-silicon oxide